C1(=CC=CC=C1)C1=CC2=C(SC=C2)C=C1 5-phenylbenzo[b]thiophene